hexahydropyrrolo[1,2-a]pyrazin-6-one C1C2N(CCN1)C(CC2)=O